3,4-dichlorophenylurea ClC=1C=C(C=CC1Cl)NC(=O)N